N[C@@H](CC=1C=C(CC[C@H]2N(CC[C@@H]2C(=O)N([C@@H](C(C)C)C(=O)O)C)C(=O)OC(C)(C)C)C=C(C1)Br)C(=O)OC N-((2R,3S)-2-(3-((S)-2-amino-3-methoxy-3-oxopropyl)-5-bromophenethyl)-1-(tert-butoxycarbonyl)pyrrolidine-3-carbonyl)-N-methyl-L-valine